CC1=C(C=2N(C=C1C1=C(C3=NC(=CC=C3N1)N1C[C@H](N(C[C@@H]1C)C(C=C)=O)C)C(C)C)N=CN2)C 1-((2R,5S)-4-(2-(7,8-dimethyl-[1,2,4]triazolo[1,5-a]pyridin-6-yl)-3-isopropyl-1H-pyrrolo[3,2-b]pyridin-5-yl)-2,5-dimethylpiperazin-1-yl)propan-2-en-1-one